BrC1=C(C=NN1C([2H])([2H])[2H])C(=O)OCC ethyl 5-bromo-1-(methyl-d3)-1H-pyrazole-4-carboxylate